C1(=CC=CC=C1)C1=CC=CC(=N1)CN1CC(CCC1)O ((6-phenylpyridin-2-yl)methyl)piperidin-3-ol